5-bromo-1,3-dihydro-2λ6-benzo[C]thiophene-2,2-dione BrC1=CC2=C(CS(C2)(=O)=O)C=C1